N-[3-[2-(difluoromethoxy)-5-methylsulfanyl-phenyl]-1-[2-(methylamino)ethyl]pyrazol-4-yl]pyrazolo[1,5-a]pyrimidine-3-carboxamide FC(OC1=C(C=C(C=C1)SC)C1=NN(C=C1NC(=O)C=1C=NN2C1N=CC=C2)CCNC)F